[2-(difluoromethoxy)pyridin-4-yl]methylamine FC(OC1=NC=CC(=C1)CN)F